N-(2-chloro-6-fluorophenyl)-2-{[1,1-difluoropropan-2-yl]oxy}-4-[3-(2-hydroxypropan-2-yl)-4-methyl-5-oxo-4,5-dihydro-1H-1,2,4-triazol-1-yl]benzamide ClC1=C(C(=CC=C1)F)NC(C1=C(C=C(C=C1)N1N=C(N(C1=O)C)C(C)(C)O)OC(C(F)F)C)=O